ClC=1C=C(C=CC1)[Si](C1=CC=C(C=C1)C1=NC(=NC(=N1)C1=CC=CC=C1)C1=CC=CC=C1)(C1=CC=CC=C1)C1=CC=CC=C1 2-(4-((3-chlorophenyl)diphenylsilyl)phenyl)-4,6-diphenyl-1,3,5-triazine